6-((1R,4R)-2,5-diazabicyclo[2.2.1]heptan-2-yl)nicotinonitrile [C@H]12N(C[C@H](NC1)C2)C2=NC=C(C#N)C=C2